N-(8-(methylamino)-5-(1-(tetrahydro-2H-pyran-2-yl)-1H-pyrazol-5-yl)-2,7-naphthyridin-3-yl)cyclopropanecarboxamide CNC=1N=CC(=C2C=C(N=CC12)NC(=O)C1CC1)C1=CC=NN1C1OCCCC1